(3S,4S)-8-[8-(7-chloro-2,3-dihydro-1-benzofuran-6-yl)-7-methylimidazo[1,2-c]pyrimidin-5-yl]-3-methyl-2-oxa-8-azaspiro[4.5]decan-4-amine ClC1=C(C=CC=2CCOC21)C=2C=1N(C(=NC2C)N2CCC3([C@@H]([C@@H](OC3)C)N)CC2)C=CN1